C(C1=CC=CC=C1)OC(=O)NC[C@@H](C(=O)OC)NC(=O)C=1C(=NC(=NC1)C1=CC=C(C=C1)C(C)(C)C)C methyl (2s)-3-(benzyloxycarbonylamino)-2-[[2-(4-tert-butylphenyl)-4-methylpyrimidine-5-carbonyl]amino]propanoate